(2R)-N-(3-{2-[(3-methoxy-1-methyl-1H-pyrazol-4-yl)amino]pyrimidin-4-yl}-1H-indol-7-yl)-2-(4-methylpiperazin-1-yl)propanamide trimesate C(C1=CC(C(=O)O)=CC(C(=O)O)=C1)(=O)O.COC1=NN(C=C1NC1=NC=CC(=N1)C1=CNC2=C(C=CC=C12)NC([C@@H](C)N1CCN(CC1)C)=O)C